CC1([C@H]2CN([C@@H]([C@@H]12)C(=O)O)C(=O)C=1N=CC=2N(C1)C=CC2)C (1R,2S,5S)-6,6-dimethyl-3-(pyrrolo[1,2-a]pyrazine-3-carbonyl)-3-azabicyclo[3.1.0]hexane-2-carboxylic acid